CC(C1CO1)(CCCC)OOCCCC butoxy methyl-butyl-glycidyl ether